(2S,3S)-2-Amino-3-methyl-N-[4-(1H-pyrrolo[2,3-b]pyridin-4-yl)phenyl]pentanamide N[C@H](C(=O)NC1=CC=C(C=C1)C1=C2C(=NC=C1)NC=C2)[C@H](CC)C